ClC(N1NC(=CC(=N1)C(Cl)(Cl)Cl)C=CC1=CC=C(C=C1)OC)(Cl)Cl 2,4-bis(trichloromethyl)-6-(4'-methoxystyryl)Triazine